C1(CC1)C1=CC(=NC=N1)NC1=CC(=C(C=N1)C(=O)NC([2H])([2H])[2H])NC1=NC=CC=C1S(=O)(=O)C 6-[(6-cyclopropylpyrimidin-4-yl)amino]-4-[(3-methanesulfonylpyridin-2-yl)amino]-N-(2H3)methylpyridine-3-carboxamide